[Si](C)(C)(C(C)(C)C)OC1CCC2(C(C(C2)=O)(Cl)Cl)CC1 7-[tert-butyl(dimethyl)silyl]oxy-3,3-dichloro-spiro[3.5]nonan-2-one